Dimethyl(6-((2-((5-methyl-4-morpholino-2-(2,2,2-trifluoroethoxy)phenyl)amino)-7H-pyrrolo[2,3-d]pyrimidin-4-yl)amino)quinoxalin-5-yl)phosphine oxide CP(C1=C2N=CC=NC2=CC=C1NC=1C2=C(N=C(N1)NC1=C(C=C(C(=C1)C)N1CCOCC1)OCC(F)(F)F)NC=C2)(C)=O